C(CCCC)N(CCCCC)C N,N-diamyl-methylamine